C(#N)NC(=NC=1C=NC=CC1)NC(CC)(C)C N-cyano-N'-(1,1-dimethylpropyl)-N''-3-pyridylguanidine